4-fluoro-7-methoxy-5-(2-nitrophenyl)-2-phenyl-1H-benzo[d]imidazole FC1=C(C=C(C=2NC(=NC21)C2=CC=CC=C2)OC)C2=C(C=CC=C2)[N+](=O)[O-]